F[C@@H]1C[C@H](N(C1)C(CC1COC1)=O)C(=O)N[C@H](C1=CC=C(C=C1)C(C)C)C1=CC=CC=C1 (2S,4R)-4-fluoro-1-[2-(oxetan-3-yl)acetyl]-N-[(S)-phenyl[4-(propan-2-yl)phenyl]methyl]pyrrolidine-2-carboxamide